ClC=1C(=NC(=CC1C(F)(F)F)N(C1CCOCC1)C)N1C(N(C(=C1)C)CC=1C=NN(C1)CC)=O 1-{3-chloro-6-[methyl(oxan-4-yl)amino]-4-(trifluoromethyl)pyridin-2-yl}-3-[(1-ethyl-1H-pyrazol-4-yl)methyl]-4-methyl-1,3-dihydro-2H-imidazol-2-one